2-(3,4-dichlorophenyl)-8-methyl-1,2,3,4-tetrahydroisoquinoline-6-carbaldehyde ClC=1C=C(C=CC1Cl)N1CC2=C(C=C(C=C2CC1)C=O)C